C(CCCCCCCCCCCCCCCCC)[Si](F)(CCCCCCCCCCCCCCCCCC)CCCCCCCCCCCCCCCCCC trioctadecylfluorosilane